BrC=1C=C2C(=C(C(=NC2=CC1)C)[N+](=O)[O-])N([C@H]1C[C@H](OCC1)C)CC1=CC(=C(C=C1)C)C 6-bromo-N-(3,4-dimethylbenzyl)-2-methyl-N-((2R,4R)-2-methyltetrahydro-2H-pyran-4-yl)-3-nitroquinolin-4-amine